N-(3-chloro-4-(oxazol-5-yl)phenyl)-5-methoxychromane-3-carboxamide ClC=1C=C(C=CC1C1=CN=CO1)NC(=O)C1COC2=CC=CC(=C2C1)OC